(3S)-1-(5-fluoropyridin-3-yl)-N-[(2-methylpyridin-4-yl)methyl]piperidin-3-amine FC=1C=C(C=NC1)N1C[C@H](CCC1)NCC1=CC(=NC=C1)C